C(C)(C)(C)OC(NC=1SC2=C(N1)C(=C(C=C2)F)OC(=O)OC(C)(C)C)=O (4-((tert-Butoxycarbonyl)oxy)-5-fluorobenzo[d]thiazol-2-yl)carbamic acid tert-butyl ester